tri-n-hexyl-(methyl)phosphine C(CCCCC)P(C)(CCCCCC)CCCCCC